4-(4-Hydroxy-4-(hydroxymethyl)cyclohexyl)phenol OC1(CCC(CC1)C1=CC=C(C=C1)O)CO